4-ethenylbenzene-1-sulfonate C(=C)C1=CC=C(C=C1)S(=O)(=O)[O-]